(2-isopropylphenyl)-9-(4-((trimethylsilyl)ethynyl)benzyl)-7,9-dihydro-8H-purin-8-one C(C)(C)C1=C(C=CC=C1)C1=NC=C2NC(N(C2=N1)CC1=CC=C(C=C1)C#C[Si](C)(C)C)=O